BrC1=NC(=CC(=N1)N[C@@H]1[C@H](C2CCC1CC2)C(=O)O)N2CC1=CC=CC=C1CC2 (2S,3S)-3-((2-bromo-6-(3,4-dihydroisoquinolin-2(1H)-yl)pyrimidin-4-yl)amino)bicyclo[2.2.2]octane-2-carboxylic acid